C(CC(C)C)(=O)C1=C(O)C=C(C=C1O)O isovaleryl-phloroglucinol